N'-9-fluorenylmethoxycarbonyl-L-lysine C1=CC=CC=2C3=CC=CC=C3C(C12)COC(=O)NCCCC[C@H](N)C(=O)O